Methyl-7-(difluoro(naphthalen-1-yl)methyl)-5-oxo-8-(3-(trifluoromethyl)phenyl)-2,3-dihydro-5H-thiazolo[3,2-a]pyridine-3-carboxylate 1,1-dioxide CC1C(N2C(=C(C(=CC2=O)C(C2=CC=CC3=CC=CC=C23)(F)F)C2=CC(=CC=C2)C(F)(F)F)S1(=O)=O)C(=O)[O-]